2-methyl-7-(methylamino)-6-nitroquinazolin-4(3H)-one CC1=NC2=CC(=C(C=C2C(N1)=O)[N+](=O)[O-])NC